FC1(CN(CCC1N1CCN(CC1)C1=CC=CC=2N(C(N(C21)C)=O)COCC[Si](C)(C)C)C(=O)OC(C)(C)C)F tert-butyl 3,3-difluoro-4-[4-[3-methyl-2-oxo-1-(2-trimethylsilylethoxymethyl)benzimidazol-4-yl]piperazin-1-yl]piperidine-1-carboxylate